NC1=CC(=C(C=C1)NC(C1=C(C=C(C=C1)Cl)Cl)=O)Cl N-[4-amino-2-chlorophenyl]-2,4-dichlorobenzamide